7-chloro-4-(2-chlorophenyl)-2-(trifluoromethyl)thiazolo[4,5-d]pyrimidin-5(4H)-one ClC=1C2=C(N(C(N1)=O)C1=C(C=CC=C1)Cl)N=C(S2)C(F)(F)F